FC1(CCN(CCC1)C1=NC(=NC(=C1C(=O)NC1=CC(=CC=C1)[S@@](=O)(=N)C)C)N1CCOCC1)F (R)-4-(4,4-difluoroazepan-1-yl)-6-methyl-N-(3-(S-methylsulfonimidoyl)phenyl)-2-morpholinopyrimidine-5-carboxamide